ClC1=CC(=C(C(=O)N2CCC(CC2)C2=C(C#N)C=CC=C2)C=C1C1=NN=C(N1)CCOC)CC (1-(4-chloro-2-ethyl-5-(5-(2-methoxyethyl)-4H-1,2,4-triazol-3-yl)benzoyl)piperidin-4-yl)benzonitrile